ClC1=C(C=CC=C1C1C(NC(CC1)=O)=O)C1=CC=C(C=C1)NC1=NC=CC=C1 3-(2-chloro-4'-(pyridin-2-ylamino)-[1,1'-biphenyl]-3-yl)piperidine-2,6-dione